N-((1r,4r)-4-((3-chloro-4-cyanophenyl)(methyl)amino)cyclohexyl)-6-(4-(4-((7-ethyl-6-oxo-5,6-dihydro-1,5-naphthyridin-3-yl)methyl)piperazine-1-carbonyl)piperazin-1-yl)pyridazine ClC=1C=C(C=CC1C#N)N(C1CCC(CC1)N1NC=CC=C1N1CCN(CC1)C(=O)N1CCN(CC1)CC=1C=NC=2C=C(C(NC2C1)=O)CC)C